N1=CC=C(C2=CC=CC=C12)C1OC(=C(C1=O)O)N 2-(4-quinolinyl)-5-amino-4-hydroxy-3(2H)-furanone